4-((3-chloro-4-((4-methoxybenzyl)oxy)phenyl)amino)-6-nitroquinazolin-7-ol ClC=1C=C(C=CC1OCC1=CC=C(C=C1)OC)NC1=NC=NC2=CC(=C(C=C12)[N+](=O)[O-])O